17-(3-pyridyl)androst-5,16-dien-3beta-ol N1=CC(=CC=C1)C=1[C@]2(C)[C@@H](CC1)[C@@H]1CC=C3C[C@H](CC[C@]3(C)[C@H]1CC2)O